O=C1NC(CCC1N1C(C2=CC=CC(=C2C1=O)N1CC(CCC1)CCO)=O)=O 2-(2,6-Dioxopiperidin-3-yl)-4-(3-(2-hydroxyethyl)piperidin-1-yl)isoindoline-1,3-dione